1,2-bistriethoxysilanylethane C(C)O[Si](CC[Si](OCC)(OCC)OCC)(OCC)OCC